NC(C(C=1C=NC=CC1)NC(=O)[C@H](CC(C)C)NC(=O)C=1NC2=CC=CC(=C2C1)OC)=O N-[(1S)-1-[[2-amino-2-oxo-1-(3-pyridyl)ethyl]carbamoyl]-3-methyl-butyl]-4-methoxy-1H-indole-2-carboxamide